C(C)(C)C1=C(C=CC=C1)NC1CN(CC1)C(=O)OC(C)(C)C tert-butyl 3-((2-isopropylphenyl)amino)pyrrolidine-1-carboxylate